NC1=NC(=NC=C1)N1C[C@H]([C@H](CC1)O)F (3r,4s)-1-(4-aminopyrimidin-2-yl)-3-fluoropiperidin-4-ol